spiro(2H-1-benzopyrane-2,4-piperidin) N1CCC2(CC1)OC1=C(C=C2)C=CC=C1